SCSC(SCS)CC(SCSC(CC(SCS)SCS)SCS)SCS 3,5,9,11-tetra(mercaptomethylthio)-1,13-dimercapto-2,6,8,12-tetrathiatridecane